[Si](C)(C)(C(C)(C)C)OC(CCC1=NN2C(C=C(C(=C2C)OC)N)=C1)(C)C 2-[3-[tert-butyl(dimethyl)silyl]oxy-3-methylbutyl]-6-methoxy-7-methyl-pyrazolo[1,5-a]pyridin-5-amine